C1(CCCC1)N1C(CN(C=2C=NC(=NC12)NC1=C(C=C(C(=O)OC)C=C1)OC)C)CC methyl 4-[(8-cyclopentyl-7-ethyl-5-methyl-6,7-dihydropteridin-2-yl)amino]-3-methoxy-benzoate